O.O.[Na+].[O-]C(=O)C(C)C1=CC=C(CC(C)C)C=C1 Ibuprofen Sodium Salt Dihydrate